methyl (R)-2-((5-(1-amino-8-azaspiro[4.5]decan-8-yl)-[1,2,4]tri-azolo[4,3-c]pyrimidin-8-yl)thio)benzoate N[C@@H]1CCCC12CCN(CC2)C2=NC=C(C=1N2C=NN1)SC1=C(C(=O)OC)C=CC=C1